tert-Butyl 4-((3-nitropyridin-2-yl)amino)benzylcarbamate [N+](=O)([O-])C=1C(=NC=CC1)NC1=CC=C(CNC(OC(C)(C)C)=O)C=C1